C(C)C1=CC=C(C=C1)C=1C=CC2=C(N=NC=3C=CC=CC23)C1 3-(4-Ethylphenyl)benzo[C]cinnoline